(4-amino-1-methyl-1H-pyrazolo[4,3-c]quinolin-8-yl)[2-(benzo[d]thiazol-6-yl)piperidin-1-yl]methanone NC1=NC=2C=CC(=CC2C2=C1C=NN2C)C(=O)N2C(CCCC2)C2=CC1=C(N=CS1)C=C2